2-methyl-3-(4-(4-(trifluoromethoxy)phenoxy)phenyl)quinolin-4(1H)-one CC=1NC2=CC=CC=C2C(C1C1=CC=C(C=C1)OC1=CC=C(C=C1)OC(F)(F)F)=O